5-amino-N-(4-chloro-3-cyano-1H-indol-7-yl)-1-methyl-pyrazole-4-sulfonamide NC1=C(C=NN1C)S(=O)(=O)NC=1C=CC(=C2C(=CNC12)C#N)Cl